O=C1NC(CCC1C1=NN(C2=C(C=CC=C12)OCC(=O)NC1=CC=C(C=C1)OC1=CC=C(C=C1)C)C)=O 2-((3-(2,6-Dioxopiperidin-3-yl)-1-methyl-1H-indazol-7-yl)oxy)-N-(4-(p-tolyl-oxy)phenyl)acetamide